1-(1-aminoisoquinolin-4-yl)-N-(5-chloro-2-fluoro-4-(2H-1,2,3-triazol-2-yl)phenyl)-5-(trifluoromethyl)-1H-pyrazole-4-carboxamide NC1=NC=C(C2=CC=CC=C12)N1N=CC(=C1C(F)(F)F)C(=O)NC1=C(C=C(C(=C1)Cl)N1N=CC=N1)F